tert-butyl 3-(5-((4-bromophenyl)difluoromethyl)-1,2,4-oxadiazol-3-yl)-2-(diethoxyphosphoryl)propanoate BrC1=CC=C(C=C1)C(C1=NC(=NO1)CC(C(=O)OC(C)(C)C)P(=O)(OCC)OCC)(F)F